C(C)(=O)O[C@H]1CCC2C3CCC=4C=C(C(=CC4C3CC[C@]12C)OC)OS(=O)(=O)C1=CC=C(C=C1)OC (13S,17S)-2-methoxy-3-(((4-methoxyphenyl) sulfonyl) oxy)-13-methyl-7,8,9,11,12,13,14,15,16,17-decahydro-6H-cyclopenta[a]phenanthren-17-yl acetate